BrC=1C=C2C3=C(NC2=CC1)[C@@H](N(CC3)C=3OC(=NN3)C(F)(F)F)CC(C)C (1S)-6-bromo-1-(2-methylpropyl)-2-[5-(trifluoromethyl)-1,3,4-oxadiazol-2-yl]-2,3,4,9-tetrahydro-1H-pyrido[3,4-b]indole